Methyl 3-amino-6-chloro-quinoline-4-carboxylate NC=1C=NC2=CC=C(C=C2C1C(=O)OC)Cl